FC1(C(CNC1)CNC(OC(C)(C)C)=O)F tert-butyl ((4,4-difluoropyrrolidin-3-yl)methyl)carbamate